CN(CCOC1=CC(=CC=C1)C1=C(C=CC2=CC=CC=C12)OCCC=1C(=NN(C1C)C)C)C N,N-dimethyl-2-(3-(2-(2-(1,3,5-trimethyl-1H-pyrazol-4-yl)ethoxy)naphthalen-1-yl)phenoxy)ethan-1-amine